2-(2-butenyloxy)pyridine C(C=CC)OC1=NC=CC=C1